B([O-])([O-])Cl chloroborate